C(C)(C)(C)OC(=O)N1CCN(CC1)C=1C=2N(C=C(N1)C=1C=NN(C1)C)N=CC2C#N 4-(3-cyano-6-(1-methyl-1H-pyrazol-4-yl)pyrazolo[1,5-a]pyrazin-4-yl)piperazine-1-carboxylic acid tert-butyl ester